4-(2-furyl)-2-(2,2,2-trifluoroethylamino)-6-[[3-(trifluoromethyl)phenyl]methylamino]pyrimidine-5-carbonitrile O1C(=CC=C1)C1=NC(=NC(=C1C#N)NCC1=CC(=CC=C1)C(F)(F)F)NCC(F)(F)F